N(C1=CC=CC=C1)C1=CC=C(C=C1)C(=O)N1CCC(CC1)C=1NC=CN1 (4-anilinophenyl)-[4-(1H-imidazol-2-yl)-1-piperidyl]methanone